C(C1=CC=CC=C1)NCCN N-Benzylethylenediamine